BrC1=CC=C(C=C1)C1(CCC(CC1C(NC1=C(C=C(C=C1)C(F)(F)F)F)=O)=O)C(=O)O (4-bromophenyl)-6-((2-fluoro-4-(trifluoromethyl)phenyl)carbamoyl)-4-oxocyclohexane-1-carboxylic acid